C1(CC1)OC=1C=CC(=C(\C=N\NC(=O)C2=NC(=CN=C2)C=2C=NC(=CC2)OC2CC2)C1)F (E)-N'-(5-cyclopropoxy-2-fluorobenzylidene)-6-(6-cyclopropoxypyridin-3-yl)pyrazine-2-carbohydrazide